lithium 2,2,6,6-tetramethylpiperidine-1-ide CC1([N-]C(CCC1)(C)C)C.[Li+]